C(C)(=O)OC1=C(C=CC=C1)C1=CC=CC=C1 acetoxy-[1,1'-biphenyl]